2-(5-(4-(tert-butoxycarbonyl)piperazin-1-yl)-2-nitrophenyl)acetic acid C(C)(C)(C)OC(=O)N1CCN(CC1)C=1C=CC(=C(C1)CC(=O)O)[N+](=O)[O-]